[Si](C)(C)(C(C)(C)C)OCCCN1C=CC2=NC(=CC(=C21)CO)Cl (1-(3-((tert-butyldimethylsilyl)oxy)propyl)-5-chloro-1H-pyrrolo[3,2-b]pyridin-7-yl)methanol